2,3-dichloro-5,6-dicyano-benzoquinone ClC=1C(C(=C(C(C1Cl)=O)C#N)C#N)=O